3-(2-(2-(difluoromethoxy)-6-methoxypyridin-4-yl)-4-(dimethylamino)-1-(2-fluoro-3-methoxyphenyl)-2-hydroxybutyl)-2-methoxyquinoline-6-carbonitrile FC(OC1=NC(=CC(=C1)C(C(C1=C(C(=CC=C1)OC)F)C=1C(=NC2=CC=C(C=C2C1)C#N)OC)(CCN(C)C)O)OC)F